N-(4-{[2-Amino-6,7-bis(methyloxy)chinolin-4-yl]oxy}-3-fluorophenyl)-N'-(4-fluorophenyl)cyclopropan-1,1-dicarboxamid NC1=NC2=CC(=C(C=C2C(=C1)OC1=C(C=C(C=C1)NC(=O)C1(CC1)C(=O)NC1=CC=C(C=C1)F)F)OC)OC